CN1CCC2(CCCCC12)CO (1-methyl-octahydro-3aH-indol-3a-yl)methanol